C([O-])(O)=O.C(O)(O)=O.[Na+] sodium bicarbonate (Bicarbonate)